2-[1-[3,6-Dimethyl-2-(1-methylindazol-5-yl)-4-oxo-chromen-8-yl]ethylamino]benzoic acid CC1=C(OC2=C(C=C(C=C2C1=O)C)C(C)NC1=C(C(=O)O)C=CC=C1)C=1C=C2C=NN(C2=CC1)C